[Sn]=O.[Pb] lead-tin oxide